2-{[(tert-butyldimethylsilyl)oxy]methyl}-5-chloro-4-{4-[(1S)-1-{[5-(2,4-difluorophenoxy)pyrazin-2-yl]carbamoyl}ethyl]-2,2-dimethylpiperazine-1-carbonyl}pyridin-1-ium-1-olate [Si](C)(C)(C(C)(C)C)OCC1=[N+](C=C(C(=C1)C(=O)N1C(CN(CC1)[C@@H](C)C(NC1=NC=C(N=C1)OC1=C(C=C(C=C1)F)F)=O)(C)C)Cl)[O-]